C12(CC3CC(CC(C1)C3)C2)CN2N=CC(=C2C)C=2C(=NC(=CC2)N2CCCC3=C2N=NC(=C3C)NC=3SC2=C(N3)C=CC=C2)C(=O)O 3-{1-[(Adamantan-1-yl)methyl]-5-methyl-1H-pyrazol-4-yl}-6-{3-[(1,3-benzothiazol-2-yl)amino]-4-methyl-5H,6H,7H,8H-pyrido(2,3-c)pyridazin-8-yl}pyridine-2-carboxylic acid